N-(5-((5-(4-(2-oxo-pyrrolidin-1-yl)phenyl)pyridin-2-yl)amino)pyridin-3-yl)-2H-tetrazole-5-carboxamide O=C1N(CCC1)C1=CC=C(C=C1)C=1C=CC(=NC1)NC=1C=C(C=NC1)NC(=O)C=1N=NNN1